CC1(N(C[C@@H]1CS(=O)(=O)C)C=1C=CC(=C2C=C(N=CC12)NC1=NC(=NC=C1)N1CCC(CC1)(C)O)[C@@H]1N(CCC1)C(C=C)=O)C 1-((R)-2-(8-((S)-2,2-dimethyl-3-((methylsulfonyl)methyl)azetidin-1-yl)-3-((2-(4-hydroxy-4-methylpiperidin-1-yl)pyrimidin-4-yl)amino)isoquinolin-5-yl)pyrrolidin-1-yl)prop-2-en-1-one